[Ir+3].FC(C1=CC=C(C=C1)C1=[NH+]C=CC=C1)(F)F 2-(4-trifluoromethylphenyl)pyridinium iridium